NC1=NC(=NC=N1)N1C[C@@]([C@H](CC1)O)(C)F (3R,4S)-1-(4-amino-1,3,5-triazin-2-yl)-3-fluoro-3-methylpiperidin-4-ol